6-chloro-2-thiouracil ClC1=CC(NC(N1)=S)=O